vanadium-tellurium oxide [Te]=O.[V]